1,6-dimethyl-4-(1-(4-phenoxybenzyl)piperidin-4-yl)-1,4-dihydropyrido[2,3-b]pyrazine CN1C2=C(N(C=C1)C1CCN(CC1)CC1=CC=C(C=C1)OC1=CC=CC=C1)N=C(C=C2)C